C[C@H]1N[C@@H](COC1)C (3r,5r)-3,5-dimethylmorpholine